C(C1=CC=CC=C1)N1CCC(CC1)NCCCOC1=CC(OC2=CC(=CC=C12)Br)=O 4-(3-((1-benzylpiperidin-4-yl)amino)propoxy)-7-bromo-2H-chromen-2-one